imidazole-5-carboxamide-HCl Cl.N1C=NC=C1C(=O)N